(S)-2-(3-isopropyl-1-methyl-4-oxo-1,4-dihydro-5H-pyrazolo[3,4-d]pyridazin-5-yl)-N-(1-(4-methoxyphenyl)ethyl)acetamide C(C)(C)C1=NN(C=2C=NN(C(C21)=O)CC(=O)N[C@@H](C)C2=CC=C(C=C2)OC)C